C(C)(=O)C1=CC=C(S1)[C@@H]1[C@@H](C1)C(=O)O (1R,2S)-2-(5-acetylthiophen-2-yl)cyclopropane-1-carboxylic acid